FC(C=1C(=C(C=CC1)[C@@H](C)NC1=CN=NC2=CC=C(C=C12)N1CCC(CC1)O)F)F (R)-1-(4-((1-(3-(difluoromethyl)-2-fluorophenyl)ethyl)amino)cinnolin-6-yl)piperidin-4-ol